FC(C[C@@](CC(=O)N[C@@H](C)C1=CC(=CC=C1)OC(F)(F)F)(C)O)(F)F (S)-5,5,5-trifluoro-3-hydroxy-3-methyl-N-((S)-1-(3-(trifluoromethoxy)phenyl)ethyl)pentanamide